3-chloro-4-(2-isothiocyanato)ethyl-benzenesulfonamide ClC=1C=C(C=CC1CCN=C=S)S(=O)(=O)N